N1(CCCC1)CCNC(=O)OC(CCC(=O)OCC(COC(CCC(OCCCC\C=C/CC)OCCCC\C=C/CC)=O)COC(CCCCCCOC(C(CCCCCC)CCCC)=O)=O)CCCC 3-((4,4-bis(((Z)-oct-5-en-1-yl)oxy)butanoyl)oxy)-2-(((7-((2-butyloctanoyl)oxy)heptanoyl)oxy)methyl)propyl 4-(((2-(pyrrolidin-1-yl)ethyl)carbamoyl)oxy)octanoate